FC1(C(CN(CC1)C=1C(=NC2=CC=CC=C2N1)C(=O)N)C)F 3-(4,4-difluoro-3-methylpiperidin-1-yl)quinoxaline-2-carboxamide